[2-(aminomethyl)-3,3-difluoro-allyl]-4-[[5-[2-(2,3-dihydro-1H-pyrido[2,3-b][1,4]oxazin-7-yl)ethynyl]-2-thienyl]methyl]-1,2,4-triazol-3-one bistrifluoroacetate salt FC(C(=O)O)(F)F.FC(C(=O)O)(F)F.NCC(CC=1N(C(NN1)=O)CC=1SC(=CC1)C#CC1=CC2=C(OCCN2)N=C1)=C(F)F